[14C]-Cysteine N[14C@@H](CS)C(=O)O